NC1=NC(=CC(=C1)C[C@@H]1[C@H](N(C1=O)C(=O)N[C@H](CC)C1=C(C=CC(=C1)F)F)C(=O)N(C)C1=NN(C=C1)C)C (2S,3R)-3-((2-amino-6-methylpyridin-4-yl)methyl)-N2-(1-methyl-1H-pyrazol-3-yl)-N1-((R)-1-(2,5-difluorophenyl)propyl)-N2-methyl-4-oxoazetidine-1,2-dicarboxamide